benzenesulfonic acid iodide C1(=CC=CC=C1)S(=O)(=O)I